1,5-dimethyl-1H-1,2,3-triazol CN1N=NC=C1C